C(C)(C)OC=1C=CC(=NC1)C1=NN=C(S1)NC1=NC=C(C=C1)C(C)C 5-(5-isopropoxy-pyridin-2-yl)-N-(5-isopropyl-pyridin-2-yl)-1,3,4-thiadiazol-2-amine